methyl 4-chloro-6-fluoropicolinate ClC1=CC(=NC(=C1)F)C(=O)OC